4-[[3-[4-(difluoromethoxy)phenyl]imidazo[1,2-a]pyrazin-8-yl]amino]-2-methyl-N-[(1-methylpiperidin-4-yl)methyl]benzamide FC(OC1=CC=C(C=C1)C1=CN=C2N1C=CN=C2NC2=CC(=C(C(=O)NCC1CCN(CC1)C)C=C2)C)F